ClC1=C(C=CC=C1)C1=CC(=CC=C1S(=O)(=O)N1CCC(CC1)(C(N[C@H](C)\C=C/S(=O)(=O)C)=O)F)C1CN(C1)C(=O)OC(C)(C)C tert-butyl (R,Z)-3-(2'-chloro-6-((4-fluoro-4-((4-(methylsulfonyl)but-3-en-2-yl)carbamoyl)piperidin-1-yl)sulfonyl)-[1,1'-biphenyl]-3-yl)azetidine-1-carboxylate